COC(=O)C=1C=C(C=C2C=NN(C12)CC1=CC=C(C=C1)C1=CC=CC=C1)OC(F)F.COC=1C=C(CN2C=C(C=C2)C2=NC(=NC(=C2)C(F)(F)F)S(=O)C)C=CC1 4-(1-(3-methoxybenzyl)-1H-pyrrol-3-yl)-2-(methylsulphinyl)-6-(trifluoromethyl)pyrimidine methyl-1-([1,1'-biphenyl]-4-ylmethyl)-5-(difluoromethoxy)-1H-indazole-7-carboxylate